C1(CC1)C([C@@H](C(NC=1C=NN(C1)CC1C(N[C@@H](C1)C(F)(F)F)=O)=O)NC(=O)C=1N(N=CC1)C(C)C)C1CC1 N-[(1S)-1-(dicyclopropylmethyl)-2-oxo-2-[[1-[[(5S)-2-oxo-5-(trifluoromethyl)pyrrolidin-3-yl]methyl]pyrazol-4-yl]amino]ethyl]-2-isopropyl-pyrazole-3-carboxamide